1-[4-(1,1-dioxoisothiazolidin-2-yl)butyl]-2-ethoxymethyl-7-(pyridin-3-yl)-1H-imidazo[4,5-c]quinolin-4-amine O=S1(N(CCC1)CCCCN1C(=NC=2C(=NC=3C=C(C=CC3C21)C=2C=NC=CC2)N)COCC)=O